(R)-3-(tert-butyl)-N-(1-(2-methyl-4-(6-(4-(piperazin-1-yl)phenyl)-7H-pyrrolo[2,3-d]pyrimidin-4-yl)phenyl)ethyl)-1,2,4-oxadiazole-5-carboxamide C(C)(C)(C)C1=NOC(=N1)C(=O)N[C@H](C)C1=C(C=C(C=C1)C=1C2=C(N=CN1)NC(=C2)C2=CC=C(C=C2)N2CCNCC2)C